C1(CC1)[C@@]1(NC(NC1=O)=O)CNC(C1=C(C=CC=C1)C1=NC=C(C=C1)C(F)(F)F)=O N-{[(4R)-4-cyclopropyl-2,5-dioxoimidazolidin-4-yl]methyl}-2-[5-(trifluoromethyl)pyridin-2-yl]benzamide